(E)-5-Fluoro-2-(2-(1,1,4-trimethoxybutane-2-ylidene)hydrazino)pyridine FC=1C=CC(=NC1)N/N=C(/C(OC)OC)\CCOC